N-(5-(2-(2,6-dioxopiperidin-3-yl)-4-fluoro-1-oxoisoindolin-5-yl)-7-(pyrrolidin-1-ylmethyl)-1H-pyrazolo[4,3-b]pyridin-3-yl)methanesulfonamide O=C1NC(CCC1N1C(C2=CC=C(C(=C2C1)F)C1=CC(=C2C(=N1)C(=NN2)NS(=O)(=O)C)CN2CCCC2)=O)=O